C1(CC1)C1=CC(=NN1)NC(CC1=NN(C=C1)C1=CN=C(S1)C)=O N-(5-cyclopropyl-1H-pyrazol-3-yl)-2-(1-(2-methylthiazol-5-yl)-1H-pyrazol-3-yl)acetamide